C(C)(C)N1C(=NN=C1)C1=CC=CC(=N1)N(C(=O)N(C=1SC2=C(N1)C=CC=C2C)C)C 1-(6-(4-isopropyl-4H-1,2,4-triazol-3-yl)pyridin-2-yl)-1,3-dimethyl-3-(7-methylbenzo[d]thiazol-2-yl)urea